ClC=1N=NC(=CC1COS(=O)(=O)C1=CC=C(C=C1)C)NC(C(C)(C)C)=O 4-methylbenzenesulfonic acid [3-chloro-6-(2,2-dimethylpropionylamino) pyridazin-4-yl]Methyl ester